1-(phenylsulfonyl)-6-(tetrahydrofuran-2-ylmethoxy)indole C1(=CC=CC=C1)S(=O)(=O)N1C=CC2=CC=C(C=C12)OCC1OCCC1